O1ONC=C1 oxaOxazole